4-(2-methoxyphenyl)-6-methyl-N-(5-(pyridazine-3-carbonyl)-5,6-dihydro-4H-pyrrolo[3,4-d]thiazol-2-yl)nicotinamide COC1=C(C=CC=C1)C1=CC(=NC=C1C(=O)NC=1SC2=C(N1)CN(C2)C(=O)C=2N=NC=CC2)C